sodium disilazane [SiH3]N[SiH3].[Na]